C(C)OC(=O)C1=NN(C(=C1Br)O[C@H](CN(CC)C(=O)OC(C)(C)C)C)C 4-bromo-5-[(1S)-2-[tert-butoxycarbonyl-(ethyl)amino]-1-methyl-ethoxy]-1-methyl-pyrazole-3-carboxylic acid ethyl ester